methyl-(2S,4S)-5-(2-naphthoyl)-4-(4-(methoxycarbonyl) phenyl)-2-methyl-3-azabicyclo[3.1.1]heptane-2-carboxylate COC(=O)[C@@]1(C2CC([C@@H](N1)C1=CC=C(C=C1)C(=O)OC)(C2)C(=O)C2=CC1=CC=CC=C1C=C2)C